C(C)O[Si](CCCNC=1C(C(=O)O)=CC=CC1)(OCC)OCC N-(3-(triethoxysilyl)propyl)anthranilic acid